N12C[C@H](C(CC1)CC2)OC(N[C@@H]2C(CCC1=CC(=CC=C21)C2=CC=C(C=C2)OC(C)C)(C)C)=O (S)-quinuclidin-3-yl((R)-6-(4-isopropoxyphenyl)-2,2-dimethyl-1,2,3,4-tetrahydronaphthalen-1-yl)carbamate